(S)-2-((((9H-fluoren-9-yl)methoxy)carbonyl)amino)-3-(4-(2-(tert-butoxy)ethoxy)phenyl)propanoic acid C1=CC=CC=2C3=CC=CC=C3C(C12)COC(=O)N[C@H](C(=O)O)CC1=CC=C(C=C1)OCCOC(C)(C)C